O[C@]1(C(N(C=2C1=NC=CC2)C)=O)C2=CC(=CC=C2)B2OC(C(O2)(C)C)(C)C (R)-3-Hydroxy-1-methyl-3-(3-(4,4,5,5-tetramethyl-1,3,2-dioxaborolan-2-yl)phenyl)-1H-pyrrolo[3,2-b]pyridin-2(3H)-one